6-isopropyl-9-(3-methoxypropoxy)-10-(oxazol-2-yl)-2-oxo-6,7-dihydro-2H-pyrido[2,1-a]isoquinoline-3-carboxylic acid C(C)(C)C1N2C(C3=CC(=C(C=C3C1)OCCCOC)C=1OC=CN1)=CC(C(=C2)C(=O)O)=O